vinylferrocene C=CC1=C[CH]C=C1.C1=C[CH]C=C1.[Fe]